ClC1=NC(=NC(=C1C(=O)OCC)Cl)C(C)C Ethyl 4,6-dichloro-2-isopropyl-pyrimidine-5-carboxylate